C(CCCCCCC)SC1=NC(=NC(=N1)OC1=CC(=C(C(=C1)C(C)(C)C)O)C(C)(C)C)OC1=CC(=C(C(=C1)C(C)(C)C)O)C(C)(C)C 2-n-octylthio-4,6-bis(4'-hydroxy-3,5-di-t-butylphenoxy)-1,3,5-triazine